C(C)[C@]1(NC(N(C(C1)=O)[C@@H]1CCOC2=CC=C(C=C12)C(=O)NC1C(COC2=CC=C(C=C12)F)(C)O)=N)C (4R)-4-[(4R)-4-ethyl-2-imino-4-methyl-6-oxo-hexahydropyrimidin-1-yl]-N-(6-fluoro-3-hydroxy-3-methyl-chroman-4-yl)chromane-6-carboxamide